C1(CC1)C1=NC(=CC(=C1)C1=CC(=C2C(=N1)N=C(N2)C=2N=CC=NC2)N(C)CC2(CCCCC2)COC)C(F)(F)F 5-{5-[2-cyclopropyl-6-(trifluoromethyl)pyridin-4-yl]-7-[{[1-(methoxymethyl)cyclohexyl]methyl}(methyl)amino]-1H-imidazo[4,5-b]pyridin-2-yl}pyrazin